N-((4R,5S,7R,8R,9S,10R)-8,10-dihydroxy-7-(hydroxymethyl)-9-(4-(3,4,5-trifluorophenyl)-1H-1,2,3-triazol-1-yl)-1,6-dioxaspiro[4.5]dec-4-yl)-2-methylbenzo[b]thiophene-3-carboxamide O[C@H]1[C@H](O[C@@]2([C@@H](CCO2)NC(=O)C=2C3=C(SC2C)C=CC=C3)[C@@H]([C@H]1N1N=NC(=C1)C1=CC(=C(C(=C1)F)F)F)O)CO